(-)-ethyl (S)-2-(propanoyloxy)propanoate C(CC)(=O)O[C@H](C(=O)OCC)C